Cl.COC=1C=C2CN(CC2=CC1)C1=NC=CC(=N1)C(=N)N 2-(5-methoxyisoindolin-2-yl)pyrimidine-4-carboxamidine hydrochloride